FC=1C(=NC(=NC1)N1CC2(COC2)C1)COC1=CC=C(C=C1)C(C)(C)C1=CC=C(OC2CC(C2)NC(OC(C)(C)C)=O)C=C1 tert-butyl ((1s,3s)-3-(4-(2-(4-((5-fluoro-2-(2-oxa-6-azaspiro[3.3]heptan-6-yl)pyrimidin-4-yl)methoxy)phenyl)propan-2-yl)phenoxy)cyclobutyl)carbamate